C1(=CC=CC=C1)C1N(CCC1)C1=NC=2N(C=C1)N=C(C2)C2=CC=C(C(=O)N)C=C2 4-(5-(2-phenylpyrrolidin-1-yl)pyrazolo[1,5-a]pyrimidin-2-yl)benzamide